chromium vanadium-titanium iron water O.[Fe].[Ti].[V].[Cr]